C(CCC)[Sn](C#C)(CCCC)CCCC tributylethynyl-tin